4-(2-bromoacetyl)bicyclo[2.2.1]Heptane-1-carboxylic acid methyl ester COC(=O)C12CCC(CC1)(C2)C(CBr)=O